C(C)OC(=O)C1(CN=C(O1)NC1=C2CCCC2=CC=2CCCC12)C1=CC=C(C=C1)Cl 5-(4-chlorophenyl)-2-((1,2,3,5,6,7-hexahydro-s-indacene-4-Yl)amino)-4,5-dihydrooxazole-5-carboxylic acid ethyl ester